4-[4-[(1R)-2-amino-1-hydroxyethyl]pyrazol-1-yl]-3-[2-methyl-6-(2-methylpropoxy)pyrimidin-4-yl]oxybenzonitrile NC[C@H](O)C=1C=NN(C1)C1=C(C=C(C#N)C=C1)OC1=NC(=NC(=C1)OCC(C)C)C